ethyl 4-oxo-5-phenyl-4,5,6,7-tetrahydropyrazolo[1,5-a]pyrazine-2-carboxylate O=C1C=2N(CCN1C1=CC=CC=C1)N=C(C2)C(=O)OCC